2-[2-(4-morpholinyl)ethoxy]Ethanol tert-butyl-((3S,6R)-6-((S)-1-(4-fluorophenyl)-1,2,3,4-tetrahydroisoquinoline-2-carbonyl)tetrahydro-2H-pyran-3-yl)carbamate C(C)(C)(C)N(C(=O)OCCOCCN1CCOCC1)[C@@H]1CO[C@H](CC1)C(=O)N1[C@H](C2=CC=CC=C2CC1)C1=CC=C(C=C1)F